[Br-].C(C1=CC=CC=C1)N1C=[N+](C=C1)C 1-Benzyl-3-methylimidazolium bromid